N-(4-((2,6-dioxopiperidin-3-yl)amino)phenyl)-7-(piperidin-1-yl)heptylamide O=C1NC(CCC1NC1=CC=C(C=C1)[N-]CCCCCCCN1CCCCC1)=O